C(C)C=1C=C(OCC2=NNC(O2)=O)C=CC1 5-[(3-ethylphenoxy)methyl]-1,3,4-oxadiazol-2(3H)-one